OC=1C(=NC=CN1)C(=O)N 3-HYDROXY-2-PYRAZINECARBOXAMIDE